[Bi]=O.[In] indium-bismuth oxide